acryloyl-Oxyundecyldimethylmonomethoxysilane C(C=C)(=O)OCCCCCCCCCCC[Si](OC)(C)C